amino-6-(3-iodophenyl)picolinamide NC=1C(=NC(=CC1)C1=CC(=CC=C1)I)C(=O)N